C1OCC12CN(C2)[C@@H](CO)C (R)-2-(2-oxa-6-azaspiro[3.3]hept-6-yl)propan-1-ol